6-fluoro-2-(2'-fluoro[1,1'-biphenyl]-4-yl)-3-methyl-4-quinolinecarboxylic acid FC=1C=C2C(=C(C(=NC2=CC1)C1=CC=C(C=C1)C1=C(C=CC=C1)F)C)C(=O)O